COC1=CC=CC=2N1C=C(N2)C(=O)OCC ethyl 5-methoxyimidazo[1,2-a]pyridine-2-carboxylate